C1(CCCCC1)NC1=C(C(=O)OC(C)(C)C)C=C(C=N1)NC1CCCCC1 tert-butyl 2,5-bis(cyclohexylamino)nicotinate